(1S,2S)-(-)-1,2-diphenylethylenediamine C1=CC=C(C=C1)[C@@H]([C@H](C2=CC=CC=C2)N)N